C1(CCCC1)OC(C)OC(=O)C1C2C3C4C=CC(C3C(C1)C2)C4 8-(1-(1-cyclopentyloxy)ethoxycarbonyl)-tetracyclo[4.4.0.12,5.17,10]-3-dodecene